CC(C(=O)C1=CC=C(C=N1)NC([O-])=O)(C)C=1C=NC=CC1 (6-(2-Methyl-2-(pyridin-3-yl)propionyl)pyridin-3-yl)carbamate